COC(=O)C=1C=CC2=C(N(C(=N2)CN2CC(CC2)(C)C2=NC(=CC=C2)O)C[C@H]2OCC2)C1 2-((3-(6-hydroxypyridin-2-yl)-3-methylpyrrolidin-1-yl)methyl)-1-((S)-oxetan-2-ylmethyl)-1H-benzo[d]imidazole-6-carboxylic acid methyl ester